[Si](C)(C)(C(C)(C)C)OC[C@@H]1N(CC[C@@H]1NCC1=CC=C(C=C1)OC)C(=O)OC(C)(C)C tert-butyl (2R,3S)-2-(((tert-butyldimethylsilyl)oxy)methyl)-3-((4-methoxybenzyl)-amino)pyrrolidine-1-carboxylate